BrC=1C=C2C(=NC=NC2=C(C1)C(F)(F)F)NC(C)C1=NC=CN=C1C1=NC=C(C=C1)Br 6-bromo-N-[1-[3-(5-bromo-2-pyridyl)pyrazin-2-yl]ethyl]-8-(trifluoromethyl)quinazolin-4-amine